(4Z)-2-[(3-methoxy-1-adamantyl)amino]-4-(quinoxalin-6-ylmethylene)-1H-imidazol-5-one COC12CC3(CC(CC(C1)C3)C2)NC=2NC(/C(/N2)=C/C=2C=C3N=CC=NC3=CC2)=O